(2S,3R,4S,5R,6R)-2-(((R)-2-Hydroxy-1-(2-isobutylphenyl)-2-methylpropyl)thio)-6-(hydroxymethyl)-4-(4-(3,4,5-trifluorophenyl)-1H-1,2,3-triazol-1-yl)tetrahydro-2H-pyran-3,5-diol OC([C@@H](C1=C(C=CC=C1)CC(C)C)S[C@@H]1O[C@@H]([C@@H]([C@@H]([C@H]1O)N1N=NC(=C1)C1=CC(=C(C(=C1)F)F)F)O)CO)(C)C